methyl 7-cyano-3-(2-{[(1S,3S)-3-aminocyclopentyl]amino}-5-(trifluoromethyl)pyrimidin-4-yl)-1H-indole-6-carboxylate C(#N)C=1C(=CC=C2C(=CNC12)C1=NC(=NC=C1C(F)(F)F)N[C@@H]1C[C@H](CC1)N)C(=O)OC